((4,6-dimethyl-2-oxo-1,2-dihydropyridin-3-yl)methyl)-5-(3,3-dimethylcyclobutoxy)-3-(ethyl-(tetrahydro-2H-pyran-4-yl)amino)-2-methylbenzamide CC1=C(C(NC(=C1)C)=O)CC1=C(C(=C(C(=O)N)C=C1OC1CC(C1)(C)C)C)N(C1CCOCC1)CC